C[C@@H]1CC[C@H](CC1)CO trans-4-methylcyclohexylmethanol